tert-butyl (1-acetylpiperidin-4-yl)((6-(2-chloro-3-(3-chloro-2-(4-formyl-3-methoxyphenyl)pyridin-4-yl)phenyl)-2-methoxypyridin-3-yl)methyl)carbamate C(C)(=O)N1CCC(CC1)N(C(OC(C)(C)C)=O)CC=1C(=NC(=CC1)C1=C(C(=CC=C1)C1=C(C(=NC=C1)C1=CC(=C(C=C1)C=O)OC)Cl)Cl)OC